cyclopropyl-4-(4,4,5,5-tetramethyl-1,3,2-dioxaborolan-2-yl)-1H-indole C1(CC1)N1C=CC2=C(C=CC=C12)B1OC(C(O1)(C)C)(C)C